Ethyl 1-(4-fluorobenzyl)-7-methyl-5-(1H-pyrrole-2-carbonyl)-4,5,6,7-tetrahydro-1H-pyrazolo[4,3-c]pyridine-3-carboxylate FC1=CC=C(CN2N=C(C=3CN(CC(C32)C)C(=O)C=3NC=CC3)C(=O)OCC)C=C1